4,4'-[[1,1'-binaphthalene]-2,2'-diylbis(oxymethylene)]dibenzoic acid C1(=C(C=CC2=CC=CC=C12)OCC1=CC=C(C(=O)O)C=C1)C1=C(C=CC2=CC=CC=C12)OCC1=CC=C(C(=O)O)C=C1